2,5-dioxopyrrolidin-1-yl 3-(2-(2-(3-(2,5-dioxo-2,5-dihydro-1H-pyrrol-1-yl)propanamido)ethoxy)ethoxy)propanoate O=C1N(C(C=C1)=O)CCC(=O)NCCOCCOCCC(=O)ON1C(CCC1=O)=O